(4-Chloro-1H-benzo[d]imidazol-2-yl)(1-methyl-3,4-dihydroisoquinolin-2(1H)-yl)methanone ClC1=CC=CC=2NC(=NC21)C(=O)N2C(C1=CC=CC=C1CC2)C